N1(CCCCCC1)C=1C2=C(N=C(N1)Cl)C[C@@]1(NC2)CCC2=C(C=CC=C21)Cl (S)-4'-(azepan-1-yl)-2',4-dichloro-2,3,5',8'-tetrahydro-6'H-spiro[indene-1,7'-pyrido[4,3-d]pyrimidine]